silicon carbon gallium [Ga].[C].[Si]